C(C)(C)(C)OC(=O)NCCOP(=O)(OC1=C(C=C(C(=C1)NC(=O)C1=CNC2=CC=CC=C2C1=O)C(C)(C)C)C(C)(C)C)N[C@@H](C)C(=O)OC(C)C isopropyl ((2-((tert-butoxycarbonyl)amino)ethoxy)(2,4-di-tert-butyl-5-(4-oxo-1,4-dihydroquinoline-3-carboxamido)phenoxy)phosphoryl)-L-alaninate